N-[2-(phenylsulfonyloxy)phenyl]-N'-[3-(ethanesulfonyloxy)phenyl]urea C1(=CC=CC=C1)S(=O)(=O)OC1=C(C=CC=C1)NC(=O)NC1=CC(=CC=C1)OS(=O)(=O)CC